2-(6-(((1s,2s,3r,5r)-2-fluoro-9-azabicyclo[3.3.1]non-3-yl)oxy)pyridazin-3-yl)-5-(pyridazin-4-yl)phenol F[C@H]1[C@@H]2CCC[C@H](C[C@H]1OC1=CC=C(N=N1)C1=C(C=C(C=C1)C1=CN=NC=C1)O)N2